undecane-3,9-diylbis(2-methylpropane-2,1-diyl) Bis[3-[3-(tert-butyl)-4-hydroxy-5-methylphenyl]propanoate] C(C)(C)(C)C=1C=C(C=C(C1O)C)CCC(=O)OCC(C)(C)C(CC)CCCCCC(CC)C(COC(CCC1=CC(=C(C(=C1)C)O)C(C)(C)C)=O)(C)C